[N+](=O)([O-])N[C@@H](CCCNC(N)=N)C(=O)O L-N-nitroarginine